(Z)-3-(3-(3,5-bis(trifluoromethyl)phenyl)-1H-1,2,4-triazol-1-yl)-N-(8-oxo-2,5,6,8-tetrahydroimidazo[1,2-a]pyrazin-7(3H)-yl)acrylamide FC(C=1C=C(C=C(C1)C(F)(F)F)C1=NN(C=N1)\C=C/C(=O)NN1C(C=2N(CC1)CCN2)=O)(F)F